ClC=1C=C(C=CC1F)NC1=NC=NC2=CC(=C(C=C12)NC(\C=C\CN1CCC(CC1)NC(COCCSC1=C2CN(C(C2=CC=C1)=O)C1C(NC(CC1)=O)=O)=O)=O)OC (E)-N-(4-((3-chloro-4-fluorophenyl)amino)-7-methoxyquinazolin-6-yl)-4-(4-(2-(2-((2-(2,6-dioxopiperidin-3-yl)-1-oxoisoindolin-4-yl)thio)ethoxy)acetamido)piperidin-1-yl)but-2-enamide